BrC1=C(C=2CC3(CC4=C(C(=CC(=C1)C42)Br)O)C4=CC=CC=C4C=4C=CC=CC43)O 5',8'-dibromo-1'H,3'H-spiro[fluorene-9,2'-phenalene]-4',9'-diol